(4,5-Dimethylthiazol-2-yl)-[5-methyl-2-(2-pyridinyl)-7,8-dihydro-5H-pyrido[4,3-d]pyrimidin-6-yl]methanone CC=1N=C(SC1C)C(=O)N1C(C2=C(N=C(N=C2)C2=NC=CC=C2)CC1)C